4-(5-((4-bromophenyl)amino)-4-fluoro-1H-pyrazol-3-yl)phenol BrC1=CC=C(C=C1)NC1=C(C(=NN1)C1=CC=C(C=C1)O)F